CC=1SC=2C(N(C=3C(=NC=CC3C2N1)NC(=O)C1CC1)C)C N-(2,4,5-trimethyl-4,5-dihydrothiazolo[5,4-c][1,7]naphthyridin-6-yl)cyclopropanecarboxamide